C1(CC1)C1=CC=C(C(=N1)NC=1C(=NC=CC1)C)C#N 6-cyclopropyl-2-[(2-methyl-3-pyridyl)amino]pyridine-3-carbonitrile